C(=O)O.N1CC(C1)C1CCN(CC1)C(=O)C1=C(C=C(C=C1)NC(=O)C=1N(C(=CN1)C=1C(=NN(C1)C1CC1)C(F)(F)F)C)Cl N-(4-(4-(azetidin-3-yl)piperidine-1-carbonyl)-3-chlorophenyl)-5-(1-cyclopropyl-3-(trifluoromethyl)-1H-pyrazol-4-yl)-1-methyl-1H-imidazole-2-carboxamide formate